(2R,6R)-N-((R)-1-(2,3-Dihydrobenzofuran-4-yl)ethyl)-4-(3-fluoropyridin-4-yl)-2,6-dimethylpiperazine-1-carboxamide O1CCC2=C1C=CC=C2[C@@H](C)NC(=O)N2[C@@H](CN(C[C@H]2C)C2=C(C=NC=C2)F)C